2-bromo-8-cyclobutoxy-7-(1-(1-ethoxyethyl)-1H-pyrazol-4-yl)-[1,2,4]triazolo[1,5-a]pyridine BrC1=NN2C(C(=C(C=C2)C=2C=NN(C2)C(C)OCC)OC2CCC2)=N1